N-(3-fluoro-4-((7-methoxy-6-(methylcarbamoyl)quinolin-4-yl)oxy)phenyl)-5-(4-fluorophenyl)-6-Oxo-2,3,5,6-tetrahydrofuro[3,2-c]pyridine-7-carboxamide FC=1C=C(C=CC1OC1=CC=NC2=CC(=C(C=C12)C(NC)=O)OC)NC(=O)C1=C2C(=CN(C1=O)C1=CC=C(C=C1)F)CCO2